3-bromo-9-(3-phenylphenyl)-carbazole BrC=1C=CC=2N(C3=CC=CC=C3C2C1)C1=CC(=CC=C1)C1=CC=CC=C1